6-(4-(trifluoromethyl)phenyl)nicotinaldehyde FC(C1=CC=C(C=C1)C1=NC=C(C=O)C=C1)(F)F